COC1=CCC=C(C1)C (+/-)-(+/-)-1-Methoxy-5-methylcyclohexa-1,4-diene